FC=1C=C(NC2C(NC(CC2)=O)=O)C=CC1N1CCC(CC1)CC1=C2CCNCC2=C(C=C1)F 3-[3-fluoro-4-[4-[(8-fluoro-1,2,3,4-tetrahydroisoquinolin-5-yl)methyl]-1-piperidyl]anilino]piperidine-2,6-dione